C1(=CC=CC=C1)C1CN(CC1)CCSC=1NC2=CC=CC=C2CN1 2-((2-(3-phenylpyrrolidin-1-yl)ethyl)thio)-1,4-dihydroquinazoline